N1(CCC1)C1=NC2=CC(=C(C=C2C(=N1)NC1CS(CCC1)(=O)=O)OC)OCCCN(C)C 3-((2-(azetidin-1-yl)-7-(3-(dimethylamino)propoxy)-6-methoxyquinazolin-4-yl)amino)tetrahydro-2H-thiopyran 1,1-dioxide